2-amino-N',3-dimethyl-N'-(pyrimidin-2-yl)-N-((1',2',3',6'-tetrahydro-[3,4'-bipyridyl]-6-yl)methyl)quinoline-6-carbohydrazide NC1=NC2=CC=C(C=C2C=C1C)C(=O)N(N(C1=NC=CC=N1)C)CC1=CC=C(C=N1)C=1CCNCC1